FC(C=1C(=C(C=CC1)[C@@H](C)NC1=CC(=NC2=CC=C(C=C12)[C@]1(CN(CC1)C(=O)NC)OC)[2H])F)F (R)-3-(4-(((R)-1-(3-(difluoromethyl)-2-fluorophenyl)ethyl)amino)quinolin-6-yl-2-d)-3-methoxy-N-methylpyrrolidine-1-carboxamide